N'-(2-chloroacetoxy)-3-(4-chlorophenyl)cyclobutanecarboxamidine ClCC(=O)ON=C(N)C1CC(C1)C1=CC=C(C=C1)Cl